1-nonadecanoyl-2-(7Z,10Z,13Z,16Z-docosatetraenoyl)-glycero-3-phospho-(1'-sn-glycerol) CCCCCCCCCCCCCCCCCCC(=O)OC[C@H](COP(=O)(O)OC[C@H](CO)O)OC(=O)CCCCC/C=C\C/C=C\C/C=C\C/C=C\CCCCC